α-Diazo-4-methylphenyl-N-Propargylacetamide [N+](=[N-])=C(C(=O)NCC#C)C1=CC=C(C=C1)C